OCCOC1(C(=C2C=CC(C=C2C=C1)(C1=CC=CC2=C1SC1=C2C=CC=C1)C1=CC=CC2=C1SC1=C2C=CC=C1)C1=CC=CC2=CC=CC=C12)OCCO 2,2-bis(2-hydroxyethoxy)-6,6-bis(dibenzothiophen-4-yl)-1,1-binaphthyl